BrC1=C(C(NC=C1)=O)OC1=C(C=C(C=C1C)F)C 4-bromo-3-(4-fluoro-2,6-dimethylphenoxy)pyridin-2(1H)-one